C(C)O[Si](CCCOCC1CO1)(OCC)OCC Triethoxy(3-glycidyloxypropyl)silane